C(C1=CC=CC=C1)[C@H]1C(N(CC[C@H]2N1C(CN(C2)C(CCC(C)C)=O)=O)CCC(C)C)=O (6S,10aR)-6-benzyl-8-isopentyl-2-(4-methylpentanoyl)hexahydropyrazino[1,2-d][1,4]diazepine-4,7(1H,6H)-dione